FC(C(=O)O)(F)F.C(C)OC(=O)C1CC1 cyclopropane-1-carboxylic acid ethyl ester trifluoroacetate